(4-methyl-1,3-phenylene)bismaleimide tert-butyl-((6-(4-fluorophenyl)-1'-methyl-2'-oxo-1',2'-dihydro-[4,4'-bipyridin]-3-yl)methyl)carbamate C(C)(C)(C)N(C(O)=O)CC=1C=NC(=CC1C1=CC(N(C=C1)C)=O)C1=CC=C(C=C1)F.CC1=C(C=C(C=C1)C=1C(=O)NC(C1)=O)C=1C(=O)NC(C1)=O